FC1(CC(C1)CN1N=NC(=C1)CN1N=C(C2=C(C=CC=C12)F)C1CN(C1)C(=O)OC(C)(C)C)F tert-Butyl 3-[1-({1-[(3,3-difluorocyclobutyl)methyl]-1H-1,2,3-triazol-4-yl}methyl)-4-fluoro-1H-indazol-3-yl]azetidine-1-carboxylate